COC(CCCCNCCNCCOCCOCCOCC)=O 3,6,9-trioxa-12,15-diazaeicosane-20-oic acid methyl ester